Benzyl (6R)-6-{[7-(ethylsulfanyl)-2-(4-methoxyphenyl)[1,2,4]triazolo[1,5-c]quinazolin-5-yl]amino}-5-oxo-1,4-diazepane-1-carboxylate C(C)SC1=CC=CC=2C=3N(C(=NC12)N[C@H]1C(NCCN(C1)C(=O)OCC1=CC=CC=C1)=O)N=C(N3)C3=CC=C(C=C3)OC